C1(=CC(=CC=C1)N(C1=CC=CC=C1)C1=CC=C(C=O)C=C1)C1=CC(=CC=C1)N(C1=CC=CC=C1)C1=CC=C(C=O)C=C1 4,4'-[1,1'-biphenyl]-3,3'-diylbis(phenylazanediyl)dibenzaldehyde